C(#N)C1CC2(CC(C2)[C@@H]2N(C[C@H](CC2)C)C(=O)OC(C)(C)C)C1 |r| rac-(2R,5S)-tert-butyl 2-(6-cyanospiro[3.3]heptan-2-yl)-5-methylpiperidine-1-carboxylate